Cl.FC1(CC(C1)(N)C)F 3,3-difluoro-1-methylcyclobutanamine hydrochloride